N1N=NN=C1C1=C(C=CC=C1)C1=CC=C(C=C1)CN1C=NC=C1 (2'-(1H-tetrazole-5-yl)biphenyl-4-yl)methyl-1H-imidazole